dichlorohexafluorononane ClC(CCCC(F)(F)F)(CCCC(F)(F)F)Cl